C(C1=CC=CC=C1)NC(N(C1=CC=C(C=C1)C=1C=NN(C1)C)[C@@H]1CC[C@H](CC1)NC1=NC=C(C(=N1)NC1COC1)C#N)=O 3-benzyl-1-(trans-4-((5-cyano-4-(oxetan-3-ylamino)pyrimidin-2-yl)amino)cyclohexyl)-1-(4-(1-methyl-1H-pyrazol-4-yl)phenyl)urea